COC=1C=C(C=CC1OC)C=1N=C2N(C(C1)=O)C=C(C=C2C)C=2CCN(CC2)CCO 2-(3,4-dimethoxyphenyl)-7-[1-(2-hydroxyethyl)-1,2,3,6-tetrahydropyridin-4-yl]-9-methyl-4H-pyrido[1,2-a]pyrimidin-4-one